allyl 4-((S)-4-(tert-butoxycarbonyl)-3-(cyanomethyl)piperazin-1-yl)-2-chloro-7-(2-nitrobenzyl)-8-oxo-5,6,7,8-tetrahydroquinazoline-7-carboxylate C(C)(C)(C)OC(=O)N1[C@H](CN(CC1)C1=NC(=NC=2C(C(CCC12)(C(=O)OCC=C)CC1=C(C=CC=C1)[N+](=O)[O-])=O)Cl)CC#N